tert-butyl 3-[(E)-2-methoxycarbonyl-3-(methylamino) but-2-enoyl]azetidine-1-carboxylate COC(=O)\C(\C(=O)C1CN(C1)C(=O)OC(C)(C)C)=C(/C)\NC